[13C](CCCCCCCCCCCCC\C=C/CCCCCCCC)(=O)O nervonic acid-13C